CN(C1C(N(CC1)C(=O)OC(C)(C)C)(C)C)C tert-Butyl 3-(dimethylamino)-2,2-dimethylpyrrolidine-1-carboxylate